FC(C[C@H](C(=O)NC1=NC=CC(=C1)C1=C(C2=NC=CC=C2N1)C1=NC=CC=C1)C1=CC=C(C=C1)F)F (2S)-4,4-difluoro-2-(4-fluorophenyl)-N-{4-[3-(pyridin-2-yl)-1H-pyrrolo[3,2-b]pyridin-2-yl]pyridin-2-yl}butanamide